(S)-2-((S)-2-amino-3-phenylpropanamido)-N-(4-(((tert-butyldiphenylsilyl)oxy)methyl)-2-methoxyphenyl)-6-((diphenyl(p-tolyl)methyl)amino)hexanamide N[C@H](C(=O)N[C@H](C(=O)NC1=C(C=C(C=C1)CO[Si](C1=CC=CC=C1)(C1=CC=CC=C1)C(C)(C)C)OC)CCCCNC(C1=CC=C(C=C1)C)(C1=CC=CC=C1)C1=CC=CC=C1)CC1=CC=CC=C1